C1(CC1)C=1N=NN(C1)[C@H](C(=O)N1[C@@H](C[C@H](C1)O)C(=O)NCCC(NCC=1C=NC=CC1)=O)C(C)(C)C (2S,4r)-1-[(2S)-2-(4-cyclopropyltriazol-1-yl)-3,3-dimethyl-butyryl]-4-hydroxy-N-[3-oxo-3-(3-pyridylmethylamino)propyl]pyrrolidine-2-carboxamide